N=1C=2N(C=CC1N1CCN(CC1)CC=1C=C3CN(C(C3=CC1)=O)N1C(NC(CC1)=O)=O)C1=C(N2)C=CC=C1 1-(5-((4-(benzo[4,5]imidazo[1,2-a]pyrimidin-2-yl)piperazin-1-yl)methyl)-1-oxoisoindolin-2-yl)dihydropyrimidine-2,4(1H,3H)-dione